7-fluoro-2-((5-methoxy-7-methyl-1H-indol-4-yl)methyl)-2H-indazole-6-carbonitrile FC1=C(C=CC2=CN(N=C12)CC1=C2C=CNC2=C(C=C1OC)C)C#N